COC(C1=C(C=C(C=C1)NC(C(CC1=CC=CC=C1)N1N=C(C(=CC1=O)C1=C(C=CC(=C1)Cl)C(C)=O)OC)=O)O)=O 4-(2-(4-(2-acetyl-5-chlorophenyl)-3-methoxy-6-oxopyridazin-1(6H)-yl)-3-phenylpropionamido)-2-hydroxybenzoic acid methyl ester